(3aR,5s,6aS)-2-(2,2-dimethyltetrahydro-2H-pyran-4-yl)-N-(6-(2-fluorophenyl)pyridazin-3-yl)octahydrocyclopenta[c]pyrrol-5-amine CC1(OCCC(C1)N1C[C@@H]2[C@H](C1)CC(C2)NC=2N=NC(=CC2)C2=C(C=CC=C2)F)C